COC(=O)C1=NN(C2=C1NC=1C2=NC=C(C1)Br)COCC[Si](C)(C)C 6-bromo-1-((2-(trimethylsilyl)ethoxy)methyl)-1,4-dihydropyrazolo[3',4':4,5]pyrrolo[3,2-b]pyridine-3-carboxylic acid Methyl ester